COC1=CC=2NC3=CC=CC=C3C2C=C1 9H-2-carbazolyl methyl ether